ClC=1C(=CC(=C(CNCCNC(C)=O)C1)OCC1=CC(=CC=C1)C#N)OCC1=C(C(=CC=C1)C1=C2CCN(C2=CC=C1)CCCN1CCCC1)C N-(2-(5-chloro-2-(m-cyanobenzyloxy)-4-(3-(1-(3-(pyrrolidin-1-yl)propyl)indoline-4-yl)-2-methylbenzyloxy)benzylamino)ethyl)acetamide